C(#N)C1=CC=C2C(=C1)CN(C(C21CCN(CC1)C1CCC(CC1)C(C)C)=O)CCNC(=N)N 1-(2-(7-cyano-1'-((1s,4s)-4-isopropylcyclohexyl)-3-oxo-1H-spiro[isoquinoline-4,4'-piperidin]-2(3H)-yl)ethyl)guanidine